lead zinc niobium zirconium [Zr].[Nb].[Zn].[Pb]